CN(C1CCC(CC1)NC[C@@H]1CC[C@H](CO1)NC=1C2=C(N=CN1)NC=C2C=O)C (4-{[(3R,6S)-6-({[4-(dimethylamino)cyclohexyl]amino}methyl)-3,4,5,6-tetrahydro-2H-pyran-3-yl]amino}-7H-pyrrolo[2,3-d]pyrimidin-5-yl)methanone